N(=C=O)CCC[Si](OC)(OC)C γ-isocyanatopropyl-methyldimethoxysilane